pentatriacontanoic acid nonadecyl ester C(CCCCCCCCCCCCCCCCCC)OC(CCCCCCCCCCCCCCCCCCCCCCCCCCCCCCCCCC)=O